2-(6-bromo-3-ethylsulfonyl-imidazo[1,2-a]pyridin-2-yl)-3-methyl-6-(trifluoro-methyl)imidazo[4,5-b]pyridine BrC=1C=CC=2N(C1)C(=C(N2)C2=NC=1C(=NC=C(C1)C(F)(F)F)N2C)S(=O)(=O)CC